methyl 5-methoxy-2-methylnicotinate COC=1C=NC(=C(C(=O)OC)C1)C